(S)-4-amino-N-(methyl-d3)-N-(6-(trifluoromethyl)-2,3-dihydrobenzofuran-3-yl)imidazo[1,5-a]pyrido[3,4-e]pyrazine-8-carboxamide NC=1C=2N(C3=C(N1)C=NC(=C3)C(=O)N([C@@H]3COC1=C3C=CC(=C1)C(F)(F)F)C([2H])([2H])[2H])C=NC2